ClC=1C(=NC(=NC1)NC1CCOCC1)C1=CC=C2CN(C(C2=C1)=O)[C@@H](C(=O)N[C@H](CO)C1=CC(=CC=C1)OC(F)F)C (2R)-2-(6-{5-chloro-2-[(oxan-4-yl)amino]pyrimidin-4-yl}-1-oxo-2,3-dihydro-1H-isoindol-2-yl)-N-[(1S)-1-[3-(difluoromethoxy)phenyl]-2-hydroxyethyl]propanamide